bis(3,8-diamino-6-phenylphenanthridin-5-ium) iodide [I-].NC=1C=CC2=C3C=CC(=CC3=C([NH+]=C2C1)C1=CC=CC=C1)N.NC=1C=CC2=C3C=CC(=CC3=C([NH+]=C2C1)C1=CC=CC=C1)N.[I-]